tert-butyl 3-[[1-[[5-chloro-4-(cyclopentylmethoxy)-2-fluoro-benzoyl]sulfamoyl]-4-piperidyl]oxy]azetidine-1-carboxylate ClC=1C(=CC(=C(C(=O)NS(=O)(=O)N2CCC(CC2)OC2CN(C2)C(=O)OC(C)(C)C)C1)F)OCC1CCCC1